CN(C1=CC=CC(=N1)N1N=CC(=C1)CC(=O)O)C {1-[6-(dimethylamino)pyridin-2-yl]pyrazol-4-yl}acetic acid